9-bromo-3-(propan-2-yl)-2,3,4,5-tetrahydro-1H-[1,4]diazepino[1,7-a]indole BrC1=CC=2C=C3N(C2C=C1)CCN(CC3)C(C)C